(6-amino-5-(3-hydroxy-2,6-dimethylphenyl)-2,3-dimethyl-5H-pyrrolo[2,3-b]pyrazin-7-yl)(6,7-dihydrothiazolo[5,4-c]pyridin-5(4H)-yl)methanone NC1=C(C=2C(=NC(=C(N2)C)C)N1C1=C(C(=CC=C1C)O)C)C(=O)N1CC2=C(CC1)N=CS2